5-bromo-2-adamantanamine BrC12CC3C(C(CC(C1)C3)C2)N